C1(CC1)C=1C=NN(C1COC1C2C(N(C(C1)C2)C2=CC=C(C(=O)OC(C)(C)C)C=C2)CC)C2=C(C=CC=C2Cl)Cl tert-butyl 4-(5-[[4-cyclopropyl-1-(2,6-dichlorophenyl)-1H-pyrazol-5-yl]methoxy]-3-ethyl-2-azabicyclo[2.2.1]heptan-2-yl)benzoate